(1S,2S,5R)-2-Methyl-5-((R)-1-oxopropan-2-yl)-cyclopentanecarbaldehyde C[C@@H]1[C@@H]([C@H](CC1)[C@H](C=O)C)C=O